COC1=C(OC=C(C1=O)C(=O)OC)C(=O)OC Dimethyl 3-methoxy-4-oxo-4H-pyran-2,5-dicarboxylate